diphenyl-[4-(phenylsulfanyl)phenyl]sulfonium C1(=CC=CC=C1)[S+](C1=CC=C(C=C1)SC1=CC=CC=C1)C1=CC=CC=C1